benzyl-N-[(1S)-1-[(2S)-6-hydroxy-5-iodo-tetrahydropyran-2-yl]ethyl]-N-methyl-carbamate C(C1=CC=CC=C1)OC(N(C)[C@@H](C)[C@H]1OC(C(CC1)I)O)=O